BrC1=NN=C(S1)COC1=CC=CC(=N1)C1=CC(=C(CC2=NC3=C(N2C[C@H]2OCC2)C=C(C=C3)C(=O)OC)C=C1F)F Methyl (S)-2-(4-(6-((5-bromo-1,3,4-thiadiazol-2-yl)methoxy)pyridin-2-yl)-2,5-difluorobenzyl)-1-(oxetan-2-ylmethyl)-1H-benzo[d]imidazole-6-carboxylate